[Cl-].CO[Si](CCC[N+](CCCCCCCCCCCC)(C)C)(OC)OC 3-(trimethoxysilyl)propyl-N-dodecyl-dimethyl-ammonium chloride